(chloromethyl)dimethyl-(vinyl)silane ClC[Si](C=C)(C)C